N-(2-(3,3-Difluoroazetidin-1-yl)ethyl)-2-(4'-fluoro-2'-(4-methyl-4H-1,2,4-triazol-3-yl)-[1,1'-biphenyl]-3-yl)-7-(trifluoromethyl)benzo[d]oxazol-5-amine FC1(CN(C1)CCNC=1C=C(C2=C(N=C(O2)C=2C=C(C=CC2)C2=C(C=C(C=C2)F)C2=NN=CN2C)C1)C(F)(F)F)F